1-(4-((4-(((tert-butyldimethylsilyl)oxy)methyl)benzyl)oxy)phenyl)-3-((2-(2,6-dioxopiperidin-3-yl)-1-oxoisoindolin-5-yl)methyl)urea [Si](C)(C)(C(C)(C)C)OCC1=CC=C(COC2=CC=C(C=C2)NC(=O)NCC=2C=C3CN(C(C3=CC2)=O)C2C(NC(CC2)=O)=O)C=C1